(6-(4-(3H-imidazo[4,5-b]pyridin-7-yl)-1H-pyrazol-1-yl)pyridin-3-yl)-1,1,1-trifluoro-4-morpholinobutan-2-ol N1=CNC2=NC=CC(=C21)C=2C=NN(C2)C2=CC=C(C=N2)C(C(F)(F)F)(CCN2CCOCC2)O